1-(2-(4-(2-(3,4-Dimethoxyphenyl)-3-ethyl-1H-indol-5-yl)piperidin-1-yl)-2-oxoethyl)piperidine-3-carboxylic acid ethyl ester C(C)OC(=O)C1CN(CCC1)CC(=O)N1CCC(CC1)C=1C=C2C(=C(NC2=CC1)C1=CC(=C(C=C1)OC)OC)CC